2-(difluoromethyl)-1,3-thiazole-5-carboxylic acid FC(C=1SC(=CN1)C(=O)O)F